O1-[[(2R,3S,4R,5R)-5-(4-aminopyrrolo[2,1-f][1,2,4]triazin-7-yl)-5-cyano-3,4-dihydroxy-tetrahydrofuran-2-yl]methyl] O3-methyl 6-methoxyindole-1,3-dicarboxylate COC1=CC=C2C(=CN(C2=C1)C(=O)OC[C@H]1O[C@@]([C@@H]([C@@H]1O)O)(C#N)C1=CC=C2C(=NC=NN21)N)C(=O)OC